(S)-7-methoxy-2-(4-methoxyphenyl)-5-oxo-5,11a-dihydro-1H-benzo[e]pyrrolo[1,2-a][1,4]diazepine COC1=CC2=C(N=C[C@H]3N(C2=O)C=C(C3)C3=CC=C(C=C3)OC)C=C1